(R)-1-(2-Fluoro-6-methyl-phenyl)-pyrrolidin FC1=C(C(=CC=C1)C)N1CCCC1